CN(CCN1CCC2=C(CC1)C(C1=CC=CC=C1C2=O)=O)C 3-(2-(dimethylamino)ethyl)-2,3,4,5-tetrahydro-1H-naphtho[2,3-d]azepine-6,11-dione